2-(2-((2-Methyl-5-(6-((4-methylpiperazin-1-yl)sulfonyl)-2-(trifluoromethyl)pyridin-3-yl)phenyl)(propyl)amino)thiazol-4-yl)pyrimidine-4,6-diamine CC1=C(C=C(C=C1)C=1C(=NC(=CC1)S(=O)(=O)N1CCN(CC1)C)C(F)(F)F)N(C=1SC=C(N1)C1=NC(=CC(=N1)N)N)CCC